racemic-2-amino-4-methylpentanol N[C@@H](CO)CC(C)C |r|